tetrafluorobenzothiophene FC=1C=CC2=C(C(=C(S2)F)F)C1F